2-(6-(4-(((7-bromo-2-(2,6-dioxopiperidin-3-yl)-1-oxoisoindoline-5-yl)methyl)(Methyl)amino)piperidin-1-yl)-1-oxoisoindoline-2-yl)-2-(5-fluoro-2-hydroxyphenyl)-N-(thiazol-2-yl)Acetamide BrC=1C=C(C=C2CN(C(C12)=O)C1C(NC(CC1)=O)=O)CN(C1CCN(CC1)C1=CC=C2CN(C(C2=C1)=O)C(C(=O)NC=1SC=CN1)C1=C(C=CC(=C1)F)O)C